NCCNCCC[Si](OOC)(OOC)OOC N-(2-aminoethyl)-3-aminopropyltrimethoxysilanetriol